4-(t-butyl)-2,6-dimethylaniline C(C)(C)(C)C1=CC(=C(N)C(=C1)C)C